CC1=C2C(=CC=3C=4C=C(C=CC4N(C13)C)OCCN1CCOCC1)C=NC=C2 4-(2-((5,6-dimethyl-6H-pyrido[4,3-b]carbazol-9-yl)oxy)ethyl)morpholine